ClC1=NN2C(C(=N1)N1CC(CC1)OCCN1CCCCC1)=CC(=C2)C2C(NC(N=C2)=O)=O 5-[2-chloro-4-[3-[2-(1-piperidinyl)ethoxy]pyrrolidin-1-yl]pyrrolo[2,1-f][1,2,4]triazin-6-yl]-5H-pyrimidine-2,4-dione